ClCC(=O)N(C([2H])([2H])[2H])C1=C(C=C(C(=C1)Cl)F)F 2-chloro-N-(5-chloro-2,4-difluorophenyl)-N-(methyl-d3)acetamide